ClC=1C=C(C=CC1Cl)[C@H](C)NC(CN1N=CC2=C(C1=O)C=CS2)=O (S)-N-(1-(3,4-dichlorophenyl)ethyl)-2-(4-oxothieno[2,3-d]pyridazin-5(4H)-yl)acetamide